2-(4,4-dimethylpentyl)morpholine CC(CCCC1CNCCO1)(C)C